NCO aminomethanol